(S)-2,4-diamino-6-((1-(4-chloro-1-(4-fluorophenyl)-1H-pyrrolo[2,3-b]pyridin-3-yl)ethyl)amino)pyrimidine-5-carbonitrile NC1=NC(=C(C(=N1)N)C#N)N[C@@H](C)C1=CN(C2=NC=CC(=C21)Cl)C2=CC=C(C=C2)F